ClC=1N=CC2=C(N1)N(C=C2)CC2=CC=C(C=C2)C=2N(C=C(N2)C(F)(F)F)C(C)C 2-chloro-7-(4-(1-isopropyl-4-trifluoromethyl-1H-imidazol-2-yl)benzyl)-7H-pyrrolo[2,3-d]pyrimidine